3-methoxy-propyl-2-butanone COCCCCC(CC)=O